C(C)OCC1(CCN(CC1)CC1=CC=C(C=C1)NC(C)=O)\C=C\C1=NC=CC=C1 (E)-N-(4-((4-(ethoxymethyl)-4-(2-(pyridin-2-yl)vinyl)piperidin-1-yl)methyl)phenyl)acetamide